3-(2H-benzo[d][1,2,3]triazol-2-yl)-4-hydroxybenzoic acid N=1N(N=C2C1C=CC=C2)C=2C=C(C(=O)O)C=CC2O